3-octyloxy-ethylene oxide CCC(CCCCC)OC1CO1